Cl.COC(=O)[C@]1(CNCC1)C (R)-3-methyl-pyrrolidine-3-carboxylic acid methyl ester, hydrochloride